O=C(CNC(OC(C)(C)C)=O)NNC(C(F)(F)F)=O tert-Butyl 2-oxo-2-(2-(2,2,2-trifluoroacetyl)hydrazinyl)ethylcarbamate